8-cyclopentyl-6-hydroxymethyl-8H-pyrido[2,3-d]Pyrimidin-7-one C1(CCCC1)N1C(C(=CC2=C1N=CN=C2)CO)=O